Ethyl ethanoate C(C)(=O)OCC